C(CN(CC(=O)[O-])CC(=O)[O-])N(CC(=O)O)CC(=O)O.C(N(CC(=O)O)CC(=O)O)CN(CC(=O)O)CC(=O)O.[Ca+2] calcium edetate (ethylenediamine tetraacetate)